1,3-dioctadecyloxy-2,2-dioctadecylmethyl-propane C(CCCCCCCCCCCCCCCCC)OC(C(COCCCCCCCCCCCCCCCCCC)(CCCCCCCCCCCCCCCCCC)CCCCCCCCCCCCCCCCCC)C